4-(4-((2-(2,6-dioxopiperidin-3-yl)-1-oxoisoindolin-4-yl)thio)butanoyl)piperazin O=C1NC(CCC1N1C(C2=CC=CC(=C2C1)SCCCC(=O)N1CCNCC1)=O)=O